ferrocenyl phosphoramidite P(O[C-]1C=CC=C1)([O-])N.[CH-]1C=CC=C1.[Fe+2]